C1(CCC1)CN[C@H]1CN(CCC1)C=1C=NC(=CC1)CN1N=NC(=C1)C=1C=NC=C(C1)OC (R)-N-(cyclobutylmethyl)-1-(6-((4-(5-methoxypyridin-3-yl)-1H-1,2,3-triazol-1-yl)methyl)pyridin-3-yl)piperidin-3-amine